4-(7-phenyl-4-((tetrahydrofuran-3-yl)oxy)-6,7-dihydro-5H-pyrrolo[2,3-d]pyrimidin-2-yl)morpholine C1(=CC=CC=C1)N1CCC2=C1N=C(N=C2OC2COCC2)N2CCOCC2